8-chloro-7-fluoro-6-(6-methoxy-4-methyl-5-nitro-3-pyridinyl)isoquinolin-3-amine ClC=1C(=C(C=C2C=C(N=CC12)N)C=1C=NC(=C(C1C)[N+](=O)[O-])OC)F